5-(2,6-difluorophenyl)-5-oxo-4-(thiophen-2-yl)pentanoic acid ethyl ester C(C)OC(CCC(C(=O)C1=C(C=CC=C1F)F)C=1SC=CC1)=O